FC1=C(C=CC(=C1)F)C1=C2N=C(C(=NC2=CC=C1)C(=O)N)CC=1SC(=CC1)C1=CC(=C(C=C1)OC)C (2,4-difluorophenyl)-((5-(4-methoxy-3-methylphenyl)thiophen-2-yl)methyl)quinoxaline-2-carboxamide